CC1=C(C2=C(N=CN=C2NC2(CC2)C)O1)C(=O)N1CCC(CC1)C1=CC=C(C=C1)C 6-methyl-N-(1-methylcyclopropyl)-5-[4-(4-methylphenyl)piperidine-1-carbonyl]furo[2,3-d]pyrimidin-4-amine